C(C)C=1C=CC=C2C=CC=C(C12)C1CNCC=2N=C(N=C(C21)N2CC(CCC2)C2=NNC(=N2)C)OCC21CCCN1CCC2 (8-ethylnaphthalen-1-yl)-4-(3-(5-methyl-1H-1,2,4-triazol-3-yl)piperidin-1-yl)-2-((tetrahydro-1H-pyrrolizin-7a(5H)-yl)methoxy)-5,6,7,8-tetrahydropyrido[3,4-d]pyrimidine